3,3-dicyclopropyl-N-[4-(3,5-dimethyl-1H-pyrazol-4-yl)phenyl]-2-[5-(4-pyridyl)-4H-1,2,4-triazol-3-yl]propanamide C1(CC1)C(C(C(=O)NC1=CC=C(C=C1)C=1C(=NNC1C)C)C1=NN=C(N1)C1=CC=NC=C1)C1CC1